N=1C=CN2C1C=C(C=C2)OC2=C(C=C(C=C2)NC2=NC=NC1=CC=CC(=C21)OC21CCN(CC2)CC1)C N-(4-(imidazo[1,2-a]pyridin-7-yloxy)-3-methylphenyl)-5-(quinuclidin-4-yloxy)quinazolin-4-amine